C1(=CC=CC=C1)C=1C(=C(C=CC1C1=CC=C(C=C1)O)O)C1=CC=CC=C1 diphenyl-4,4'-biphenol